CN(C(CCC)CCCCCCCCCC=CCC=CCCCCCC)C N,N-dimethyltetracosan-14,17-dien-4-amine